O=C1NC(CCC1N1C(C2=CC=C(C=C2C1=O)NCCC[C@@H]1C[C@@H](C1)N1N=C(C(=C1)C1=NC2=CC(=CC=C2N=C1)C1CCOCC1)C(F)(F)F)=O)=O 2-(2,6-dioxopiperidin-3-yl)-5-((3-(cis-3-(4-(7-(tetrahydro-2H-pyran-4-yl)quinoxalin-2-yl)-3-(trifluoromethyl)-1H-pyrazol-1-yl)cyclobutyl)propyl)amino)isoindoline-1,3-dione